3-{4-Cyclopropylamino-2-[4-(4-methylpiperazin-1-yl)phenylamino]pyrimidin-5-yl}acrylonitrile C1(CC1)NC1=NC(=NC=C1C=CC#N)NC1=CC=C(C=C1)N1CCN(CC1)C